FC([C@H]1N(C(OC1)=C=O)C=1N=C2N(CCOC3=C2C=C(C(=C3)N[C@H](C(=O)N)C)OC)C1)F (S)-2-((2-((S)-4-(difluoromethyl)-2-carbonyl-oxazolidin-3-yl)-10-methoxy-5,6-dihydrobenzo[f]imidazo[1,2-d][1,4]oxazepin-9-yl)amino)propanamide